(3S)-3-(4-{2-[(1R)-6-(4-amino-3-methoxybenzoyl)-6-azaspiro[2.5]octan-1-yl]ethynyl}-1-oxo-3H-isoindol-2-yl)piperidine-2,6-dione NC1=C(C=C(C(=O)N2CCC3(C[C@H]3C#CC3=C4CN(C(C4=CC=C3)=O)[C@@H]3C(NC(CC3)=O)=O)CC2)C=C1)OC